3-bromo-6,7-dihydro-4H-pyrazolo[5,1-c][1,4]Oxazin-4-ol BrC=1C=NN2C1C(OCC2)O